2-Chloro-4-fluoro-5-methoxybenzoic acid methyl ester COC(C1=C(C=C(C(=C1)OC)F)Cl)=O